2,2'-azobis[N-(2-hydroxyethyl)-2-methylpropionamidine] N(=NC(C(=N)NCCO)(C)C)C(C(=N)NCCO)(C)C